CCC(CC)(SC(CC(C)=O)(C)C)SC(CC(C)=O)(C)C 4,4'-(pentane-3,3-diylbis(sulfanediyl))bis(4-methylpentan-2-one)